CC=1CCC(C(C1)C=1C(=C(C(=CC1O)CCCCC)C1=NC=CC=C1)O)C(=C)C 5'-methyl-4-pentyl-2'-(prop-1-en-2-yl)-3-(pyridin-2-yl)-1',2',3',4'-tetrahydro-[1,1'-biphenyl]-2,6-diol